2-[5-[(1,3-Dihydro-1,3-dioxo-2H-inden-2-ylidene)methyl]-2-furanyl]benzonitrile O=C1C(C(C2=CC=CC=C12)=O)=CC1=CC=C(O1)C1=C(C#N)C=CC=C1